O=C1C(=C(C=NN1)NCCOCCC(=O)OC)C(F)(F)F Methyl 3-(2-[[6-oxo-5-(trifluoromethyl)-1,6-dihydropyridazin-4-yl]amino]ethoxy)propanoate